4-(2,6-dichloro-4-pyridinyl)pyrrolo[2,3-b]pyridine-1-carboxylic acid tert-butyl ester C(C)(C)(C)OC(=O)N1C=CC=2C1=NC=CC2C2=CC(=NC(=C2)Cl)Cl